6-(3'-bromo-[1,1'-biphenyl]-4-yl)thiochromene BrC=1C=C(C=CC1)C1=CC=C(C=C1)C=1C=C2C=CCSC2=CC1